5-isopropyl-4-hydroxy-2-methylbenzoic acid, Potassium salt [K+].C(C)(C)C=1C(=CC(=C(C(=O)[O-])C1)C)O